6-(7-methylspiro[2H-benzofuran-3,1'-cyclopropane]-4-yl)oxy-N-(4-nitro-3-pyridyl)pyridin-3-amine CC1=CC=C(C2=C1OCC21CC1)OC1=CC=C(C=N1)NC=1C=NC=CC1[N+](=O)[O-]